[S].IC=1C=C(CNC2=CC=C(C=C2)S(=O)(=O)N2C(CCCC2)C)C=CC1OC N-(3-Iodo-4-methoxybenzyl)-4-((2-methylpiperidin-1-yl)sulfonyl)aniline sulfur